NCCCO 3-aminopropan-1-ol